tert-butyl N-[(1S)-1-(3-{6-methyl-3-[(2R)-2-methylbut-3-enamido]pyridin-2-yl} phenyl)but-3-en-1-yl]carbamate CC1=CC=C(C(=N1)C=1C=C(C=CC1)[C@H](CC=C)NC(OC(C)(C)C)=O)NC([C@@H](C=C)C)=O